1-ethyl-3-methylimidazolium dicyanoamine salt C(#N)NC#N.C(C)N1C=[N+](C=C1)C